C(C)(C)(C)OC(=O)N1C2(CC2)CN(CC1)C=1C=CC=2N=CN=C(C2N1)NC1=C(C(=C(C=C1)OC1=CC=2N(C=C1)N=CN2)Cl)F tert-butyl-7-(4-((4-([1,2,4]triazolo[1,5-a]pyridin-7-yloxy)-3-chloro-2-fluorophenyl)amino)pyrido[3,2-d]pyrimidin-6-yl)-4,7-diazaspiro[2.5]octane-4-carboxylate